[C@H]12CC(C[C@H](CC1)N2)N(C2=CC=C(N=N2)C2=C(C=C(C=C2)N2N=CN=C2)O)C 2-(6-(((1R,3s,5S)-8-azabicyclo[3.2.1]octan-3-yl)(methyl)amino)pyridazin-3-yl)-5-(1H-1,2,4-triazol-1-yl)phenol